FC1=C(OC2CC3(C2)CCN(CC3)C(=O)OC(C)(C)C)C=CC(=C1)C(F)(F)F tert-butyl 2-[2-fluoro-4-(trifluoromethyl) phenoxy]-7-azaspiro[3.5]nonane-7-carboxylate